2,5-dichloro-N-[2-(4,4,5,5-tetramethyl-1,3,2-dioxaborolan-2-yl)phenyl]pyrimidin-4-amine ClC1=NC=C(C(=N1)NC1=C(C=CC=C1)B1OC(C(O1)(C)C)(C)C)Cl